4-[7-bromo-6-(cyanomethyl)-8-fluoro-2-[(1-methylpyrrolidin-2-yl)methoxy]Quinazolin-4-yl]Piperazine-1-carboxylic acid tert-butyl ester C(C)(C)(C)OC(=O)N1CCN(CC1)C1=NC(=NC2=C(C(=C(C=C12)CC#N)Br)F)OCC1N(CCC1)C